FC(COCCCCCCN1C(C2=CC=CC=C2C1=O)=O)(C1=CC=CC=C1)F 2-(6-(2,2-difluoro-2-phenylethoxy)hexyl)isoindoline-1,3-dione